BrC=1C=C(C=CC1Cl)C1OC(C(C(C1CC(=O)[O-])CC(=O)[O-])CC(=O)[O-])C (E)-2-(3-bromo-4-chlorophenyl)-6-methyltetrahydro-2H-pyran-3,4,5-triacetate